tertbutyl 2-[6-[2,6-difluoro-3-[[2-hydroxyethyl(methyl)sulfamoyl] amino]phenoxy]-4-oxo-quinazolin-3-yl]-7-azaspiro[3.5]nonane-7-carboxylate FC1=C(OC=2C=C3C(N(C=NC3=CC2)C2CC3(C2)CCN(CC3)C(=O)OC(C)(C)C)=O)C(=CC=C1NS(N(C)CCO)(=O)=O)F